(S)-1-ethyl-N-(3-(1-((7-methyl-5H-pyrrolo[2,3-b]pyrazin-2-yl)amino)ethyl)phenyl)-1H-pyrazole-4-carboxamide C(C)N1N=CC(=C1)C(=O)NC1=CC(=CC=C1)[C@H](C)NC=1N=C2C(=NC1)NC=C2C